methyl 1-((6-(2-chloro-3'-((2-(difluoromethyl)-7-formylpyrido[3,2-d]pyrimidin-4-yl)amino)-2-chloro-2'-methyl-[1,1'-biphenyl]-3-yl)-2-methoxypyridin-3-yl)methyl)piperidine-4-carboxylate ClC1(C(=CC=CC1C1=CC=C(C(=N1)OC)CN1CCC(CC1)C(=O)OC)C1=C(C(=CC=C1)NC=1C2=C(N=C(N1)C(F)F)C=C(C=N2)C=O)C)Cl